azolyl-carbon N1C(=CC=C1)[C]